(S)-1-(tert-butyl) 4-(10-((dimethylamino)methyl)-4-ethyl-4-hydroxy-3,14-dioxo-3,4,12,14-tetrahydro-1H-pyrano[3',4':6,7]indolizino[1,2-b]quinolin-9-yl) piperazine-1,4-dicarboxylate N1(CCN(CC1)C(=O)OC1=C(C=2C=C3C(=NC2C=C1)C1=CC2=C(C(N1C3)=O)COC([C@]2(O)CC)=O)CN(C)C)C(=O)OC(C)(C)C